(R)-N-(8-fluoro-2-methylimidazo[1,2-a]pyridin-6-yl)-4-(3-methylpiperazin-1-yl)-2,3-dihydro-1H-pyrrolo[2,3-b]pyridine-1-carboxamide 2,2,2-trifluoroacetate FC(C(=O)O)(F)F.FC=1C=2N(C=C(C1)NC(=O)N1CCC=3C1=NC=CC3N3C[C@H](NCC3)C)C=C(N2)C